1-[6-[1-(tert-Butoxycarbonyl) pyrrolidin-3-yl]-5-fluoropyridin-3-yl]Ethyl-1,2,3-triazole-4-carboxylate C(C)(C)(C)OC(=O)N1CC(CC1)C1=C(C=C(C=N1)C(C)C1=C(N=NN1)C(=O)[O-])F